The molecule is a ring assembly composed of fisetinidol and gallocatechin units. Isolated from Acacia mearnsii, it exhibits inhibitory activity against alpha-amylase. It has a role as a metabolite and an EC 3.2.1.1 (alpha-amylase) inhibitor. It is a catechin and a ring assembly. It derives from a fisetinidol and a gallocatechin. C1[C@@H]([C@H](OC2=C1C(=C(C(=C2)O)[C@H]3[C@@H]([C@H](OC4=C3C=CC(=C4)O)C5=CC(=C(C=C5)O)O)O)O)C6=CC(=C(C(=C6)O)O)O)O